O=C1NC(CCC1NC(=O)C=1C=CC=C2C=CC=NC12)=O N-(2,6-dioxopiperidin-3-yl)quinolin-8-carboxamide